N-methyl-1-(oxolan-3-yl)methanamine CNCC1COCC1